ClC=1C=C(C=CC1N1C=NC(=C1)C1=NC(=NC=C1C(F)(F)F)N[C@@H]1[C@@H](CN(CC1)S(=O)(=O)C)C)CO (3-Chloro-4-(4-(2-(((3R,4S)-3-methyl-1-(methylsulfonyl)piperidin-4-yl)amino)-5-(trifluoromethyl)pyrimidin-4-yl)-1H-imidazol-1-yl)phenyl)methanol